S[C@@H](CO)C (2R)-2-sulfanylpropan-1-ol